1-(hydroxymethyl)-3-(5-(3-(3-(methoxymethyl)phenyl)-2-oxoimidazolidin-1-yl)-1-oxoisoindolin-2-yl)piperidine-2,6-dione OCN1C(C(CCC1=O)N1C(C2=CC=C(C=C2C1)N1C(N(CC1)C1=CC(=CC=C1)COC)=O)=O)=O